pentabutoxytantalum C(CCC)O[Ta](OCCCC)(OCCCC)(OCCCC)OCCCC